C(C)(C)(C)OC(=O)N1NC=C(C1=O)C1=C(C=CC=C1)NC(C(CC1=CC=CC=C1)NC(C(=O)NC1=C(C=CC(=C1)Cl)N1N=NN=C1)=O)=O 4-(2-(2-(((5-chloro-2-(1H-tetrazol-1-yl)phenyl)amino)-2-oxoacetamido)-3-phenylpropionamido)phenyl)-5-oxo-2,5-dihydro-1H-pyrazole-1-carboxylic acid tert-butyl ester